C(#N)C=1C(=NC(=CC1C1=CC=C(C=C1)OC)C=1SC=CC1)SC(C(=O)O)C1=CC=CC=C1 2-((3-cyano-4-(4-methoxyphenyl)-6-(thiophen-2-yl)pyridin-2-yl)thio)-2-phenylacetic acid